ClC1=C(C=NC=2OCCNC21)C=2C(=C(C=1C=NC(=NC1C2)NC2=CC=C1C3(CN(CC1=C2)C)CC3)N)F 7-(8-chloro-2,3-dihydro-1H-pyrido[2,3-b][1,4]oxazin-7-yl)-6-fluoro-N~2~-(2'-methyl-2',3'-dihydro-1'H-spiro[cyclopropane-1,4'-isoquinolin]-7'-yl)quinazoline-2,5-diamine